CC1=CN=C2N1N=C(C=C2)C=2C=C(C(=O)O)C=CC2 3-(3-Methylimidazo[1,2-b]pyridazin-6-yl)benzoic acid